N-(2-(3-(Dimethylamino)propoxy)-5-(3'-methyl-2'-oxo-2',3'-dihydrospiro[cyclobutane-1,1'-pyrrolo[2,3-c]quinolin]-8'-yl)pyridin-3-yl)pyrrolidine-1-sulfonamide CN(CCCOC1=NC=C(C=C1NS(=O)(=O)N1CCCC1)C1=CC=2C3=C(C=NC2C=C1)N(C(C31CCC1)=O)C)C